CN1CCN(CC1)CC1=CC=C(C(=O)N2CCC3(C(C3)CNC(=O)C3=CC=4C(=CN=CC4)O3)CC2)C=C1 N-[[6-[4-[(4-methylpiperazin-1-yl)methyl]benzoyl]-6-azaspiro[2.5]octan-2-yl]methyl]furo[2,3-c]pyridine-2-carboxamide